ClC1=CC=C(C=C1)C[C@H](C(=O)N1CCC(CC1)(CN1N=CN=C1)C1CCCCC1)NC(=O)C=1C=NC(=CC1)N1N=CC=C1 N-[(1R)-1-[(4-chlorophenyl)methyl]-2-[4-cyclohexyl-4-(1H-1,2,4-triazol-1-ylmethyl)-1-piperidinyl]-2-oxoethyl]-6-(1H-pyrazol-1-yl)-3-pyridinecarboxamide